COC1=C(C=CC=C1)N1N=C2N(C3=CC=CC=C3C(N2CC2=C(C=CC=C2)NC(N)=O)=O)C1 3-((1-(2-(methoxyphenyl)-5-oxo-[1,2,4]triazolo[4,3-a]quinazolin-4(5H)-yl)methyl)phenyl)urea